(6-{[(3S)-1-(tert-butoxycarbonyl)pyrrolidin-3-yl]amino}-2-methylpyridin-3-yl)boronic acid C(C)(C)(C)OC(=O)N1C[C@H](CC1)NC1=CC=C(C(=N1)C)B(O)O